N-(2-cyclopropyl-4-fluorophenyl)-4-fluoro-N-(7-nitrobenzo[c][1,2,5]oxadiazol-4-yl)benzamide C1(CC1)C1=C(C=CC(=C1)F)N(C(C1=CC=C(C=C1)F)=O)C1=CC=C(C2=NON=C21)[N+](=O)[O-]